8-(4-acetylphenyl)-2-(4-hydroxyphenyl)-5,7-dimethoxy-4H-chromen-4-one C(C)(=O)C1=CC=C(C=C1)C=1C(=CC(=C2C(C=C(OC12)C1=CC=C(C=C1)O)=O)OC)OC